CP(O[C@H]1O[C@H]([C@@H]([C@@H]1O)O)[N+]1=CC(=CC=C1)C(=O)SC1=CC=CC=C1)([O-])=O ((2r,3s,4r,5r)-3,4-dihydroxy-5-(3-((phenylthio) carbonyl) pyridin-1-ium-1-yl) tetrahydrofurane-2-yl) methylphosphonate